[Li+].BrC=1C=C2C(=NC1)N(C(N2CC(=O)[O-])=O)C 2-(6-Bromo-3-methyl-2-oxo-2,3-dihydro-1H-imidazo[4,5-b]pyridin-1-yl)acetic acid, Lithium Salt